NC1=NC=CC=C1C1=NC=2C(=NC(=CC2)N2CCOCC2)N1C=1C=C2CC[C@@H](C2=CC1)NC(C1=CC(=C(C=C1)NC(C)=O)C=O)=O N-[(1S)-5-[2-(2-aminopyridin-3-yl)-5-(morpholin-4-yl)imidazo[4,5-b]pyridin-3-yl]-2,3-dihydro-1H-inden-1-yl]-4-acetamido-3-formylbenzamide